4-Methyl-N-(4-(4-(pyridin-2-yl)piperazin-1-yl)phenyl)-3,4-dihydro-2H-benzo[b][1,4]oxazin-7-carboxamid CN1C2=C(OCC1)C=C(C=C2)C(=O)NC2=CC=C(C=C2)N2CCN(CC2)C2=NC=CC=C2